1-methyl-3,4-dihydro-2H-quinoline-6-carboxylic acid methyl ester COC(=O)C=1C=C2CCCN(C2=CC1)C